Methyl-((2S,E)-7-(dimethylamino)-1-((1-((6-(3,3-dimethylbutyl)-9-(tetrahydro-2H-pyran-2-yl)-9H-purin-8-yl)methyl)-2-oxo-1,2-dihydropyridin-3-yl)amino)-1,7-dioxohept-5-en-2-yl)carbamat COC(N[C@H](C(=O)NC=1C(N(C=CC1)CC=1N(C2=NC=NC(=C2N1)CCC(C)(C)C)C1OCCCC1)=O)CC\C=C\C(=O)N(C)C)=O